6-(6-fluoro-1H-indol-4-yl)-2-methoxy-8-(piperidine-1-carbonyl)-1,6-naphthyridin-5(6H)-one FC1=CC(=C2C=CNC2=C1)N1C(C=2C=CC(=NC2C(=C1)C(=O)N1CCCCC1)OC)=O